azetidin-3-yl 2-[6-[5-(6-methyl-2-pyridyl)-1H-imidazol-4-yl]-3-quinolyl]pyrimidine-5-carboxylate CC1=CC=CC(=N1)C1=C(N=CN1)C=1C=C2C=C(C=NC2=CC1)C1=NC=C(C=N1)C(=O)OC1CNC1